CC(=CCC(=O)O)C 4-methylpent-3-enoic acid